C1=CC=CC=2C3=CC=CC=C3C(C12)COC(=O)N([C@@H](CC(=O)OCC=C)C(=O)OC(C)(C)C)CC 4-Allyl 1-(tert-butyl) N-(((9H-fluoren-9-yl)methoxy)carbonyl)-N-ethyl-L-aspartate